CN1N=NC2=C1C=CC(=C2C)C(C(C(=O)O)(C)C)C2=CC(=C(C=C2)C)CN2C[C@@H](OC1=CC=3C=CC=NC3C=C1C2)CC 3-(1,4-dimethyl-1H-benzo[d][1,2,3]triazol-5-yl)-3-(3-(((S)-2-ethyl-2,3-dihydro-[1,4]oxazepino[7,6-g]quinolin-4(5H)-yl)methyl)-4-methylphenyl)-2,2-dimethylpropanoic acid